3-O-(N-acetyl-beta-D-glucosaminyl)-acetylgalactosamine C(C)(=O)N[C@H]1[C@@H](O[C@@H]([C@H]([C@@H]1O)O)CO)O[C@@H]1[C@H](C(O)(O[C@@H]([C@@H]1O)CO)C(C)=O)N